4-(Aminomethyl)-3-[4-[4-[6-chloro-4-(trifluoromethyl)-2-pyridyl]piperazin-1-yl]sulfonylphenyl]oxazolidin-2-one NCC1N(C(OC1)=O)C1=CC=C(C=C1)S(=O)(=O)N1CCN(CC1)C1=NC(=CC(=C1)C(F)(F)F)Cl